2-chloro-4-octylamino-6-octylthio-1,3,5-triazine ClC1=NC(=NC(=N1)NCCCCCCCC)SCCCCCCCC